BrC1=C2C(=C3C(=NC(=NC3=C1)Cl)N1C[C@H]3CC[C@@H](C1)N3C(=O)OC(C)(C)C)N=CN2C tert-butyl (1R,5S)-3-(4-bromo-7-chloro-3-methyl-3H-imidazo[4,5-f]quinazolin-9-yl)-3,8-diazabicyclo[3.2.1]octane-8-carboxylate